Sodium Caproyl Methyltaurate CNCCS(=O)(=O)OC(CCCCC)=O.[Na]